BrC=1C=CC(=C2C=C(NC12)C(=O)N[C@H](C(=O)N[C@@H](C[C@H]1C(NCCC1)=O)C#N)CC1CC1)OC 7-bromo-N-((S)-1-(((S)-1-cyano-2-((S)-2-oxopiperidin-3-yl)ethyl)amino)-3-cyclopropyl-1-oxopropan-2-yl)-4-methoxy-1H-indole-2-carboxamide